NC1=C2C(=NC=N1)N(N=C2C2=CC=C(C=C2)OC2=CC=CC=C2)C2CCN(CC2)C2CCN(CC2)CCN2CCN(CC2)C=2C=C1CN(C(C1=CC2)=O)C2C(NC(CC2)=O)=O 3-(5-(4-(2-(4-(4-amino-3-(4-phenoxyphenyl)-1H-pyrazolo[3,4-d]pyrimidin-1-yl)-[1,4'-bipiperidin]-1'-yl)ethyl)piperazin-1-yl)-1-oxoisoindolin-2-yl)piperidine-2,6-dione